5-(4-(4-(2-(2-aminopyridin-3-yl)-5-phenyl-3H-imidazo[4,5-b]pyridin-3-yl)benzyl)piperazine-1-carbonyl)-2-hydroxybenzaldehyde NC1=NC=CC=C1C1=NC=2C(=NC(=CC2)C2=CC=CC=C2)N1C1=CC=C(CN2CCN(CC2)C(=O)C=2C=CC(=C(C=O)C2)O)C=C1